ClC=1C(=CC(=NC1)NC(=O)NC1CCC(CC1)NCCOC)C1=C(C=C(C=C1)F)OC 1-(5-chloro-4-(4-fluoro-2-methoxyphenyl)pyridin-2-yl)-3-((1r,4r)-4-((2-methoxyethyl)amino)cyclohexyl)urea